C(C)C(CC1CC(CCC1)CC(CCCC)CC)CCCC 1,3-di(2-ethylhexyl)cyclohexane